2,6-bis[4-(R)-tert-butyl-2-oxazolyl]-4-methoxypyridine C(C)(C)(C)C=1N=C(OC1)C1=NC(=CC(=C1)OC)C=1OC=C(N1)C(C)(C)C